5-ethoxy-N-methylpiperidine-1-carboxamide C(C)OC1CCCN(C1)C(=O)NC